O=C1N(CCC(N1)=O)N1C(C2=CC=C(C=C2C1=O)CN1CCN(CC1)C=1C2=C(N=C(N1)N1CCOCC1)CCS2)=O 2-(2,4-Dioxotetrahydropyrimidin-1(2H)-yl)-5-((4-(2-morpholino-6,7-dihydrothieno[3,2-d]pyrimidin-4-yl)piperazin-1-yl)methyl)isoindoline-1,3-dione